[O-2].[O-2].[Th+4] thorium dioxide